4-((1-butyl-3-phenylureido)methyl)benzoic acid C(CCC)N(C(=O)NC1=CC=CC=C1)CC1=CC=C(C(=O)O)C=C1